N-(5-(difluoromethyl)-2-(methylsulfonyl)phenyl)-3-(3-fluoro-4-methylphenyl)-3-(1,2,4-thiadiazol-5-yl)pyrrolidine-1-carboxamide FC(C=1C=CC(=C(C1)NC(=O)N1CC(CC1)(C1=NC=NS1)C1=CC(=C(C=C1)C)F)S(=O)(=O)C)F